BrCC1=C(C(=O)OC)C=CC(=C1)N1CCC(CC1)N(C)C(=O)OC(C)(C)C methyl 2-(bromomethyl)-4-(4-((tert-butoxy-carbonyl)(methyl)amino)piperidin-1-yl)benzoate